tert-Butyl-4-(7,7-difluoro-2-(methylsulfonyl)-6,7-dihydro-5H-cyclopenta[d]pyrimidin-4-yl)piperazine C(C)(C)(C)N1CCN(CC1)C=1C2=C(N=C(N1)S(=O)(=O)C)C(CC2)(F)F